tert-butyl (5-amino-2-chlorophenyl)(tert-butoxycarbonyl)carbamate NC=1C=CC(=C(C1)N(C(OC(C)(C)C)=O)C(=O)OC(C)(C)C)Cl